COCCN1C(N(C2=C(C1=O)C(=C(S2)C(=O)OCC)C)CCC2=CC=CC=C2)=O ethyl 3-(2-methoxyethyl)-5-methyl-2,4-dioxo-1-(2-phenylethyl)-1H,2H,3H,4H-thieno[2,3-d]pyrimidine-6-carboxylate